C(=CC)O propenol